2-(hydroxymethyl)cyclopentan-1-ol OCC1C(CCC1)O